COC1=C(C=C(C=C1)CCN[C@@H]([C@H]1CNC2=C(N1)N=CC=C2)C2=CC=CC=C2)CC(=O)O 2-(2-methoxy-5-(2-(((R)-phenyl((R)-1,2,3,4-tetrahydropyrido[2,3-b]pyrazin-3-yl)methyl)amino)ethyl)phenyl)acetic acid